4-(3-acrylamido-2-methylphenyl)-3-methyl-1H-indole-7-carboxamide C(C=C)(=O)NC=1C(=C(C=CC1)C1=C2C(=CNC2=C(C=C1)C(=O)N)C)C